FC=1C=C2C(=CNC2=CC1F)NS(=O)(=O)C=1C=C2CCCC2=CC1 N-(5,6-difluoro-1H-indol-3-yl)-2,3-dihydro-1H-indene-5-sulfonamide